N-[(1R)-1-[5-amino-2-fluoro-3-(trifluoromethyl)phenyl]ethyl]-5-bromo-2-fluoro-pyridine-3-carboxamide NC=1C=C(C(=C(C1)[C@@H](C)NC(=O)C=1C(=NC=C(C1)Br)F)F)C(F)(F)F